CC=1C=C(C=2N(C(C=C(N2)SC2COCC2)=O)C1)C(C)NC1=C(C(=O)O)C=CC=C1 2-((1-(7-methyl-4-oxo-2-((tetrahydrofuran-3-yl)thio)-4H-pyrido[1,2-a]pyrimidin-9-yl)ethyl)amino)benzoic acid